OC(C)(C)C=1C(=CC2=CN(N=C2C1)C1CCC(CC1)N1CCNCC1)NC(=O)C1=COC=2C1=NC=CC2 N-(6-(2-hydroxypropan-2-yl)-2-((1r,4r)-4-(piperazin-1-yl)cyclohexyl)-2H-indazol-5-yl)furo[3,2-b]pyridine-3-carboxamide